CC(CCOC(C(CCC)=O)=O)CCC=C(C)C.FC=1C(=C(C=CC1F)[C@H]1[C@@H](O[C@@]2(CC[C@]12C)C(F)(F)F)C(=O)NC=1C=C(C(C(=O)N)=CC1)C(=O)N)OC |o1:26,27,29,32| rel-4-((1R,3R,4S,5R)-4-(3,4-difluoro-2-methoxyphenyl)-5-methyl-1-(trifluoromethyl)-2-oxabicyclo[3.2.0]heptane-3-carboxamido)phthalamide 3,7-dimethyl-6-octenyl-2-oxopentanoate